C(C#C)NCCCCCCN {6-[(prop-2-yn-1-yl)amino]hexyl}amine